2-pyridinylmethanamine N1=C(C=CC=C1)CN